4,5-bis(4-bromophenyl)-1-hexyl-2-(3,4-dimethoxyphenyl)-1H-imidazole BrC1=CC=C(C=C1)C=1N=C(N(C1C1=CC=C(C=C1)Br)CCCCCC)C1=CC(=C(C=C1)OC)OC